F[C@@H]1C[C@@]2(CCCN2C1)COC=1N=CC2=C(N1)C(=C(N=C2NC2=CC(=CC=C2)C=C)Cl)F 2-{[(2R,7aS)-2-fluoro-hexahydropyrrolizin-7a-yl]methoxy}-7-chloro-N-(3-ethenylphenyl)-8-fluoropyrido[4,3-d]pyrimidin-5-amine